CN(CCN1N=CC(=C1)CN(CCC(=O)OCCCCCCCCCCCCCCCC)CCC(=O)OCCCCCCCCCCCCCCCC)C dihexadecyl 3,3'-(((1-(2-(dimethylamino)ethyl)-1H-pyrazol-4-yl)methyl)azanediyl)dipropionate